COC(CCCCCCCCCCCCC[SiH3])(OC)OC trimethoxytetradecyl-silane